FC1=C(C=CC(=C1)F)C1=CC=C(C=C1)S(=O)(=O)CC1CCN(CC1)C(=O)OC(C)(C)C tert-Butyl 4-(((2',4'-difluoro-[1,1'-biphenyl]-4-yl)sulfonyl)methyl)piperidine-1-carboxylate